C1(CCCC1)CC=1OC(=C(N1)C)C=1C=CC(=NC1C1=CC=C2C=CC=NC2=C1)C#N 5-(2-(Cyclopentylmethyl)-4-methyloxazol-5-yl)-6-(chinolin-7-yl)picolinonitril